4-(4-chloro-2-fluorophenyl)-2-((2R,4S)-2-(2-methoxy-4-pyridinyl)tetrahydro-2H-pyran-4-yl)-6,7-dimethylpteridine ClC1=CC(=C(C=C1)C1=NC(=NC2=NC(=C(N=C12)C)C)[C@@H]1C[C@@H](OCC1)C1=CC(=NC=C1)OC)F